C(C)(C)C1=CNC=2C1=NC(=CC2)C2CC1(OCCO1)CC2 3-isopropyl-5-(1,4-dioxaspiro[4.4]non-7-yl)-1H-pyrrolo[3,2-b]pyridine